4-(2-(2-methoxymethyloxy-4-octyloxyphenyl)-2-hydroxy-phenethyl)-pyridine COCOC1=C(C=CC(=C1)OCCCCCCCC)C1(C(CCC2=CC=NC=C2)C=CC=C1)O